1,5-dimethyl-imidazole CN1C=NC=C1C